NC1=CC(=C2N(CCC=CCCC(C3=NN=C(C1=N2)O3)=O)C)C(F)(F)F 17-Amino-13-methyl-15-(trifluoromethyl)-19-oxa-3,4,13,18-tetrazatricyclo[12.3.1.12,5]nonadeca-1(18),2,4,9,14,16-hexaen-6-one